2,4-difluoro-9-(4-((1-(3-fluoropropyl)azetidin-3-yl)methyl)phenyl)-6,7-dihydro-5H-benzo[7]annulen-3-yl pivalate C(C(C)(C)C)(=O)OC1=C(C2=C(C(=CCCC2)C2=CC=C(C=C2)CC2CN(C2)CCCF)C=C1F)F